C1NCC12N(CCC2)CCOC=2C=C(C=1N(C2)N=CC1C#N)C1=NC=C(N=C1)N1CC2N(C(C1)C2)CC=2C=NC(=CC2)OC 6-(2-(2,5-diazaspiro[3.4]octan-5-yl)ethoxy)-4-(5-(6-((6-methoxypyridine-3-yl)methyl)-3,6-diazabicyclo[3.1.1]heptan-3-yl)pyrazin-2-yl)pyrazolo[1,5-a]pyridine-3-carbonitrile